6-{2-cyano-1-[4-(7H-pyrrolo[2,3-d]pyrimidin-4-yl)-1H-pyrazol-1-yl]-ethyl}pyridine-2-carbonitrile trifluoroacetate FC(C(=O)O)(F)F.C(#N)CC(N1N=CC(=C1)C=1C2=C(N=CN1)NC=C2)C2=CC=CC(=N2)C#N